6-(8-chloro-7,9-dimethyl-pyrido[3',2':4,5]thieno[3,2-d]pyrimidin-4-yl)-2-oxa-6-azaspiro[3.3]heptane hydrochloride Cl.ClC1=C(C2=C(SC3=C2N=CN=C3N3CC2(COC2)C3)N=C1C)C